zinc cetyl-pyridine hydroxide [OH-].C(CCCCCCCCCCCCCCC)C1=NC=CC=C1.[Zn+2].[OH-]